CC(CCC(O)C1=CC=C(C=C1)SC1=CC=CC=C1)C 4-methyl-1-(4-(phenylsulfanyl)phenyl)pentan-1-ol